[Cl-].C[NH+](CCN(S(N)(=O)=O)C=1C=NN(C1)C(C)C)C dimethyl(2-{[1-(propan-2-yl)-1H-pyrazol-4-yl](sulfamoyl)amino}ethyl)azanium chloride